O=C1NC(CCC1N1C(C2=CC=C(C(=C2C1=O)O)[N+](=O)[O-])=O)=O 2-(2,6-dioxopiperidin-3-yl)-4-hydroxy-5-nitroisoindoline-1,3-dione